CC12C(O1)(O2)C dimethyl-bis-epoxyEthane